C(CCC)NCCCC.C(C)C(COP(=O)(OCC(CCCC)CC)O)CCCC.C(CCCCCCCCCCCCCCC)(=O)NCCCN(CCO)CCO palmitoamidopropyl-diethanolamine di(2-ethylhexyl)phosphate N,N-dibutylamine salt